6,6-bis(oct-7-yn-1-yloxy)hexanenitrile C(CCCCCC#C)OC(CCCCC#N)OCCCCCCC#C